C(=C)OC1=CC(=C(C=C1)C)C 1-vinyloxy-3,4-dimethylbenzene